CC1=NC2=C(N1)C=C(C=C2)C=2N=C1N(C(C2)=O)C=C(C=C1)N1CCN(CC1)C 2-(2-methyl-1H-benzoimidazol-6-yl)-7-(4-methylpiperazin-1-yl)-4H-pyrido[1,2-a]pyrimidin-4-one